BrC1=NC(=CC(=C1)C1(CC(C1)F)C1=NN=CN1C)C1CC1 2-bromo-6-cyclopropyl-4-(3-fluoro-1-(4-methyl-4H-1,2,4-triazol-3-yl)cyclobutyl)pyridine